(3-amino-6-phenyl-1H-pyrazolo[3,4-b]pyridin-1-yl)(2-methoxyphenyl)methanone NC1=NN(C2=NC(=CC=C21)C2=CC=CC=C2)C(=O)C2=C(C=CC=C2)OC